N(=C=O)C1=C(C=C(C(=C1C(C)C)N=C=O)C(C)C)C(C)C 2,4-diisocyanato-1,3,5-triisopropylbenzene